NC1=C(C(=C(C(N)(N)N)C=C1)N)N hexaaminotoluene